4-[(3S)-3-amino-3-methylpyrrolidin-1-yl]-2-cyano-2'-methoxy-N-[(2S)-1,1,1-trifluoropropan-2-yl]-[3,4'-bipyridine]-5-carboxamide N[C@@]1(CN(CC1)C1=C(C(=NC=C1C(=O)N[C@H](C(F)(F)F)C)C#N)C1=CC(=NC=C1)OC)C